C1(=CC=CC=C1)C1=NN(C(=C1)C1=CC=CC=C1)CN1N=CC=C1 3,5-diphenyl-1-(pyrazol-1-ylmethyl)pyrazole